(3S,4S)-8-(8-((2-amino-5-chloro-pyridin-4-yl)thio)imidazo[1,2-c]pyrimidin-5-yl)-3-methyl-2-oxa-8-azaspiro[4.5]decan-4-amine NC1=NC=C(C(=C1)SC=1C=2N(C(=NC1)N1CCC3([C@@H]([C@@H](OC3)C)N)CC1)C=CN2)Cl